OB1N(N=CC2=C1C=CC=C2)C(=O)C=2SC(=CC2)C (1-hydroxybenzo[d][1,2,3]diazaborinin-2(1H)-yl)(5-methylthiophen-2-yl)methanone